[2-[[8-(7-azabicyclo[2.2.1]heptan-7-yl)-6-(oxetan-3-yl)pyrido[3,4-d]pyrimidin-2-yl]amino]-7,8-dihydro-5H-1,6-naphthyridin-6-yl]-[(2R)-1-methylazetidin-2-yl]methanone C12CCC(CC1)N2C2=NC(=CC1=C2N=C(N=C1)NC1=NC=2CCN(CC2C=C1)C(=O)[C@@H]1N(CC1)C)C1COC1